ClC1=CC=C(N=N1)NC(C(C)(C)C)=O N-(6-chloropyridazin-3-yl)-2,2-dimethyl-propanamide